ClC=1C=C(C=C(C1)Cl)C1=CC=C2CC(C(C2=C1)NC(O[C@@H]1CN2CCC1CC2)=O)(C)C (S)-quinuclidin-3-yl (6-(3,5-dichlorophenyl)-2,2-dimethyl-2,3-dihydro-1H-inden-1-yl)carbamat